azetidinediamine N1(C(CC1)N)N